O1C=NN=C1 [1,3,4]-oxadiazole